OCCN(C(=O)C1=CN=C2N1C=C(C=C2)N2C(=NC1=C2CCC1)C1=NC(=CC=C1)C)CCO N,N-bis(2-hydroxyethyl)-6-(2-(6-methylpyridin-2-yl)-5,6-dihydro-cyclopenta[d]imidazol-1(4H)-yl)imidazo[1,2-a]pyridine-3-carboxamide